ClC1=C(C(=NC2=CC(=C(C=C12)Cl)OC)C)C1=CC=C(C=C1)C1=CC=C(C=C1)SC(F)(F)F 4,6-Dichloro-7-methoxy-2-methyl-3-(4'-((trifluoromethyl)thio)-[1,1'-biphenyl]-4-yl)quinoline